5-((4-(hydroxymethyl)-3-nitrobenzyl)amino)-5-oxopentanoic acid methyl ester hydrochloride Cl.COC(CCCC(=O)NCC1=CC(=C(C=C1)CO)[N+](=O)[O-])=O